C(C(=C)C)(=O)OCCC[Si](OCC)(C)C 3-Methacryloxypropyldimethylethoxysilane